CN(\C=C/C(=O)C1CCN(CC1)C(=O)OC(C)(C)C)C tert-butyl (Z)-4-(3-(dimethylamino)acryloyl)piperidine-1-carboxylate